O=C1CCOC2=CC(=CC=C12)O[C@H](C1=CC=C(C(=O)N)C=C1)C1=C(C=NC=C1)C(F)(F)F (R)-4-(((4-oxochroman-7-yl)oxy)(3-(trifluoromethyl)pyridin-4-yl)methyl)benzamide